(3aR,5s,6aS)-2-(((R)-1,4-dioxan-2-yl)methyl-d2)-N-(6-(2,3,5-trifluorophenyl)pyridazin-3-yl)octahydrocyclopenta[c]pyrrol-5-amine O1[C@@H](COCC1)C(N1C[C@@H]2[C@H](C1)CC(C2)NC=2N=NC(=CC2)C2=C(C(=CC(=C2)F)F)F)([2H])[2H]